N-(4-(4-(2-(4,4-difluoropiperidin-1-yl)-6-methylpyrimidin-4-yl)-1H-pyrazol-1-yl)-3-(4-Fluoro-4-methylpiperidin-1-yl)phenyl)-2-hydroxyethanesulfonamide FC1(CCN(CC1)C1=NC(=CC(=N1)C=1C=NN(C1)C1=C(C=C(C=C1)NS(=O)(=O)CCO)N1CCC(CC1)(C)F)C)F